4-(2-((2S,3R)-2-benzyl-3-fluoropyrrolidin-1-yl)-6-((4-methoxybenzyl)oxy)pyrimidin-4-yl)morpholine C(C1=CC=CC=C1)[C@@H]1N(CC[C@H]1F)C1=NC(=CC(=N1)N1CCOCC1)OCC1=CC=C(C=C1)OC